5-(Imidazo[1,2-a]pyrimidin-6-yl)-N-(3,3,3-trifluoropropyl)pyrrolo[2,1-f]triazin-2-amine N=1C=CN2C1N=CC(=C2)C=2C=CN1NN(C=CC12)NCCC(F)(F)F